8-(trifluoromethyl)-5H-chromen FC(C=1C=CCC2=CC=COC12)(F)F